(3S,6S,9aS)-6-amino-3-(3-(4-(3-methoxyazetidin-1-yl)pyridin-3-yl)azetidine-1-carbonyl)octahydro-5H-pyrrolo[1,2-a]azepin-5-one N[C@H]1CCC[C@@H]2N(C1=O)[C@@H](CC2)C(=O)N2CC(C2)C=2C=NC=CC2N2CC(C2)OC